FC1=C(C(=CC=C1)OC)C1=CC2=C(N(N=C2C=C1)C1CCN(CC1)C(C=C)=O)NC=1C=NC=CC1 1-(4-(5-(2-fluoro-6-methoxyphenyl)-3-((pyridin-3-yl)amino)-2H-indazol-2-yl)piperidin-1-yl)prop-2-en-1-one